2,6-diazaspiro[3.4]Octane-2-carboxylic acid tert-butyl ester C(C)(C)(C)OC(=O)N1CC2(C1)CNCC2